tert-butyl (S)-3-(3,3-dimethylbutoxy)pyrrolidine-1-carboxylate CC(CCO[C@@H]1CN(CC1)C(=O)OC(C)(C)C)(C)C